1-(5-methylpyridine-3-carbonyl)-4-{phenyl[3-(trifluoromethyl)phenyl]methyl}piperazine CC=1C=C(C=NC1)C(=O)N1CCN(CC1)C(C1=CC(=CC=C1)C(F)(F)F)C1=CC=CC=C1